2-fluoro-4-((2-oxopyrrolidin-3-yl)methyl)benzonitrile FC1=C(C#N)C=CC(=C1)CC1C(NCC1)=O